(5-Chloropyrimidin-2-yl)-8-oxa-3-azabicyclo[3.2.1]octane ClC=1C=NC(=NC1)C12CNCC(CC1)O2